methyl N-[5-[6-[(4-cyano-3-methoxy-phenyl)-methyl-carbamoyl]-4-methyl-benzimidazol-1-yl]-2-pyridyl]carbamate C(#N)C1=C(C=C(C=C1)N(C(=O)C=1C=C(C2=C(N(C=N2)C=2C=CC(=NC2)NC(OC)=O)C1)C)C)OC